1-(p-tolyl)cyclopropyl alcohol C1(=CC=C(C=C1)C1(CC1)O)C